C(C)(C)(C)OC(=O)N1C(CCCC1)OC1=CC(=CC=C1)CO (3-(hydroxymethyl)phenoxy)piperidine-1-carboxylic acid tert-butyl ester